[Ru].[Zn].[Cu] copper-zinc-ruthenium